(S)-7-(2-cyclopropyl-benzyl)-5-(2'-methoxy-4'-trifluoromethyl-3,4,5,6-tetrahydro-2H-[1,3']bipyridinyl-4-yl)-2,4-dimethyl-2,4,5,7-tetrahydro-pyrazolo[3,4-d]pyrimidin-6-one C1(CC1)C1=C(CN2C(N([C@H](C=3C2=NN(C3)C)C)C3CCN(CC3)C=3C(=NC=CC3C(F)(F)F)OC)=O)C=CC=C1